methyl 6-(cyclopropanecarboxamido)-3-(3-oxocyclopent-1-en-1-yl)picolinate C1(CC1)C(=O)NC1=CC=C(C(=N1)C(=O)OC)C1=CC(CC1)=O